tert-butyl 2-amino-1-(5-((4-(4-(methoxycarbonyl)-6-methylpyridin-2-yl)-1-methyl-1H-pyrazol-5-yl) oxy) pentyl)-1,6,8,9-tetrahydro-7H-imidazo[4,5-f]isoquinoline-7-carboxylate NC1=NC=2C(=C3CCN(CC3=CC2)C(=O)OC(C)(C)C)N1CCCCCOC1=C(C=NN1C)C1=NC(=CC(=C1)C(=O)OC)C